FC1=C(C=CC(=C1)C1=NC=2C=NC(=NC2N(C1=O)C(C)C)N[C@@H]1CNC[C@@H](C1)CF)NS(=O)(=O)CCC N-[2-Fluoro-4-[2-[[(3S,5R)-5-(fluoromethyl)-3-piperidyl]amino]-8-isopropyl-7-oxo-pteridin-6-yl]phenyl]propane-1-sulfonamide